8-(1-aminoethyl)-2-(2-azaspiro[3.5]nonan-2-yl)-3,6-dimethyl-quinazolin-4-one NC(C)C=1C=C(C=C2C(N(C(=NC12)N1CC2(C1)CCCCC2)C)=O)C